CN1C(CCC2=CC(=CC=C12)C=1C=C(C=NC1)CNC(=O)C=1N=COC1C)=O 5-Methyl-oxazole-4-carboxylic acid [5-(1-methyl-2-oxo-1,2,3,4-tetrahydro-quinolin-6-yl)-pyridin-3-ylmethyl]-amide